FC1=CC=C(C=C1)C=CC(=O)O 3-(4-fluorophenyl)acrylic acid